2-((3-(2,6-dioxopiperidin-3-yl)-1-methyl-1H-indazol-7-yl)oxy)-N-(3-(pyridin-2-yl)-1H-pyrazol-4-yl)acetamide O=C1NC(CCC1C1=NN(C2=C(C=CC=C12)OCC(=O)NC=1C(=NNC1)C1=NC=CC=C1)C)=O